pyrimido-[4,5-b]-indole N1=CN=CC2=C1NC1=CC=CC=C21